dihydroxyphenyl-(benzenediol) OC=1C(=C(C=CC1)C1=C(C(=CC=C1)O)O)O